[Cl-].[Cl-].C1(=CC=CC=C1)[N+]1=CC=CC=C1.C1(=CC=CC=C1)[N+]1=CC=CC=C1 phenylpyridinium dichloride